oxiranyl-boric acid methyliminodiacetate CN(CC(=O)O)CC(=O)O.O1C(C1)OB(O)O